methyl 4-(((trifluoromethyl) sulfonyl) oxy)-2H-thiochromene-7-carboxylate FC(S(=O)(=O)OC1=CCSC2=CC(=CC=C12)C(=O)OC)(F)F